dioctyl-dimethyl-ammonium chloride salt [Cl-].C(CCCCCCC)[N+](C)(C)CCCCCCCC